(S)-3-amino-3-(hydroxymethyl)pyrrolidine-1-carboxylate N[C@@]1(CN(CC1)C(=O)[O-])CO